C(CC)C1=C(C=CC(=C1)N)N 2-propyl-1,4-phenylenediamine